C(C1=CC=CC=C1)C1CCN(CC1)CCN(C(C)=O)C1=CC=C(C=C1)C N-(2-(4-benzylpiperidin-1-yl)ethyl)-N-(4-methylphenyl)acetamide